ClC=1C=C(C=NC1N=S(=O)(C)C)NC(=O)C1CC(C2=C1C=NC=1N2N=C(C1)F)(C)C N-(5-chloro-6-((dimethyl(oxo)-λ6-sulfaneylidene)amino)pyridin-3-yl)-2-fluoro-8,8-dimethyl-7,8-dihydro-6H-cyclopenta[e]pyrazolo[1,5-a]pyrimidine-6-carboxamide